C(C)OC(=O)C=1N=C(N(C(C1OC)=O)C)C(C(C1=C(C=CC=C1)C#N)C=1C=NN(C1)CCBr)C 2-[1-[1-(2-bromoethyl)pyrazol-4-yl]-1-(2-cyanophenyl)propan-2-yl]-5-methoxy-1-methyl-6-oxopyrimidine-4-carboxylic acid ethyl ester